C(C1=CC=C(C(=O)O)C=C1)(=O)O.C=CC.C=CC Dipropylene terephthalate